5-carboxyuracile C(=O)(O)C=1C(NC(NC1)=O)=O